ClC=1C=C(C(=C(C1)B1OC(C(O1)(C)C)(C)C)OCOC)C 2-(5-chloro-2-(methoxymethoxy)-3-methylphenyl)-4,4,5,5-tetramethyl-1,3,2-dioxaborolane